(S*)-N5-cyclopropyl-N7-methyl-3-phenyl-2,3-dihydrobenzofuran-5,7-dicarboxamide C1(CC1)NC(=O)C=1C=C(C2=C([C@@H](CO2)C2=CC=CC=C2)C1)C(=O)NC |o1:11|